(S)-6-(5-chloropyridyl)-2-((1-methoxypropan-2-yl)oxy)-8-(1-methyl-1H-pyrazol-4-yl)-[1,2,4]triazolo[1,5-a]pyrazine ClC=1C=CC(=NC1)C=1N=C(C=2N(C1)N=C(N2)O[C@H](COC)C)C=2C=NN(C2)C